(4-(4-fluoro-1H-indol-3-yl)furan-2-yl)-5-oxopentanoic acid FC1=C2C(=CNC2=CC=C1)C=1C=C(OC1)C(C(=O)O)CCC=O